N,N'-dimethyl-N'-[1-[6-[3-(6-methyl-2-pyridyl)-1H-pyrazol-4-yl]-1,5-naphthyridin-3-yl]-4-piperidyl]ethane-1,2-diamine CNCCN(C1CCN(CC1)C=1C=NC2=CC=C(N=C2C1)C=1C(=NNC1)C1=NC(=CC=C1)C)C